2-(((6-(5-(((((2-chloropyridin-3-yl)methoxy)carbonyl)amino)methyl)-1-methyl-1H-1,2,3-triazol-4-yl)-2-methylpyridin-3-yl)oxy)methyl)cyclohexane-1-carboxylic acid ClC1=NC=CC=C1COC(=O)NCC1=C(N=NN1C)C1=CC=C(C(=N1)C)OCC1C(CCCC1)C(=O)O